methyl (E)-2-[2-(4-phenoxypyridin-2-yloxy)phenyl]-3-methoxyacrylate O(C1=CC=CC=C1)C1=CC(=NC=C1)OC1=C(C=CC=C1)/C(/C(=O)OC)=C\OC